FC(C)(F)C=1C=C(C=CC1)C1(C(=NN(C1=O)C1=CC(=C(C=C1)OC(F)F)C1=CC=NC=C1)C)C(=O)N (3-(1,1-difluoroethyl)phenyl)-1-(4-(difluoromethoxy)-3-(pyridin-4-yl)phenyl)-3-methyl-5-oxo-4,5-dihydro-1H-pyrazole-4-carboxamide